ethyl 3-(4-bromophenyl)-4-iodo-1H-pyrazole-5-formate BrC1=CC=C(C=C1)C1=NNC(=C1I)C(=O)OCC